methyl (2R)-4,4-difluoropyrrolidine-2-carboxylate FC1(C[C@@H](NC1)C(=O)OC)F